C(#N)[C@@]1(COCC2=CC=C(C=C12)C(=O)NCC1=CC2=C(N=N1)SC(=N2)C2=CC=CC=C2)C (R)-4-Cyano-4-methyl-N-((6-phenylthiazolo[5,4-c]pyridazin-3-yl)methyl)isochromane-6-carboxamide